1-(4-bromophenyl)-1-hydroxy-1-(2-hydroxyphenyl)propan-2-one BrC1=CC=C(C=C1)C(C(C)=O)(C1=C(C=CC=C1)O)O